BrC=1C=C2C(CC3(CCCC3)OC2=CC1)=O 6-Bromospiro[chroman-2,1'-cyclopentane]-4-one